(3,4-bis((2-(trimethylsilyl)ethoxy)methoxy)phenyl)methanol C[Si](CCOCOC=1C=C(C=CC1OCOCC[Si](C)(C)C)CO)(C)C